C(C(C)C)N1CCN(C2=CC=CC=C12)C(C(C)N1CCCC1)=O 1-(4-Isobutyl-3,4-dihydroquinoxalin-1(2H)-yl)-2-(pyrrolidin-1-yl)propan-1-one